OCCN(C(CCCCC(=O)N)=O)CCO [N,N-di(β-hydroxyethyl)]adipamide